N-(2-cyclopropyl-4-fluorophenyl)-5-methyl-N-(7-nitrobenzo[c][1,2,5]oxadiazol-4-yl)thiazole-2-carboxamide 3-{4-fluoro-6'-hydroxy-2',3',5-trimethyl-[1,1'-biphenyl]-3-yl}propanoate FC1=C(C=C(C=C1C)C1=C(C(=CC=C1O)C)C)CCC(=O)O.C1(CC1)C1=C(C=CC(=C1)F)N(C(=O)C=1SC(=CN1)C)C1=CC=C(C2=NON=C21)[N+](=O)[O-]